tert-butyl (Z)-5-methyl-7-(2-tosylhydrazineylidene)-2,5-diazaspiro[3.4]octane-2-carboxylate CN1C2(CN(C2)C(=O)OC(C)(C)C)C/C(/C1)=N/NS(=O)(=O)C1=CC=C(C)C=C1